ClC=1N=C(C2=C(N1)C(=NC(=N2)Cl)N2CCCCC2)N2CCCCC2 2,6-dichloro-4,8-dipiperidino-pyrimido[5,4-d]pyrimidine